ethyl spiro[5,6-dihydropyrrolo[1,2-b][1,2,4]triazole-7,3'-tetrahydrofuran]-2-carboxylate O1CC2(CC1)CCN1N=C(N=C12)C(=O)OCC